di(5,6,7,8-tetrahydronaphthalene-2-yl) phenylphosphonate C1(=CC=CC=C1)P(OC1=CC=2CCCCC2C=C1)(OC1=CC=2CCCCC2C=C1)=O